biscarboxyferrocene C(=O)(O)[C-]1C=CC=C1.[C-]1(C=CC=C1)C(=O)O.[Fe+2]